The molecule is a glutamic acid derivative that is glutamic acid substituted by a carbamoyl group at the nitrogen atom. It has a role as a human metabolite. It is a glutamic acid derivative and a member of ureas. C(CC(=O)O)C(C(=O)O)NC(=O)N